OC=1C(=CC(=C2C(C=C(OC12)C1=CC=C(C=C1)F)=O)OS(=O)(=O)C1=CC=C(C=C1)C)OCC1=CC=CC=C1 8-hydroxy-7-benzyloxy-2-(4-fluorophenyl)-4-oxo-4H-chromen-5-yl-p-methylbenzenesulfonate